[O-]CCCC.[O-]CCCC.[O-]CCCC.C[Ti+3] methyl-titanium (iv) tributoxide